C1NCC12CC(C2)CC=2C=C(C(=NC2)C#N)C(F)(F)F 5-(2-azaspiro[3.3]heptan-6-ylmethyl)-3-(trifluoromethyl)picolinonitrile